(E)-6-(6-(2-(5-cyclopropyl-3-(2,6-dichlorophenyl)isoxazol-4-yl)vinyl)-3-azabicyclo[3.1.0]hex-3-yl)nicotinic acid C1(CC1)C1=C(C(=NO1)C1=C(C=CC=C1Cl)Cl)/C=C/C1C2CN(CC12)C1=NC=C(C(=O)O)C=C1